fluoromethoxy-5-methyl-heptanoic acid FCOC(C(=O)O)CCC(CC)C